NC=1C=C(C=C(C1)C(F)(F)F)[C@@H](C)NC1=NC(=NC2=CC(=C(C=C12)OCCOC([2H])([2H])[2H])OC)C (R)-N-(1-(3-amino-5-(trifluoromethyl)phenyl)ethyl)-7-methoxy-6-(2-(methoxy-d3)Ethoxy)-2-methylquinazolin-4-amine